(trifluoromethyl)-7,7a,8,9,10,11-hexahydropyrazino[1,2-d]pyrido[3,2-b][1,4]diazepin-6(5H)-one FC(F)(F)C=1C=CC=2NC(CC3N(C2N1)CCNC3)=O